SCC1(CC1)CC(=O)O 1-mercaptomethyl-cyclopropyl-acetic acid